(l)-3-((6-mercaptohexyl)thio)-1-(2,6,6-trimethylcyclohexa-1,3-dien-1-yl)butan-1-one SCCCCCCSC(CC(=O)C1=C(C=CCC1(C)C)C)C